2-[4-(cyclopropanecarbonyl)-phenyl]-2-methyl-propionitrile C1(CC1)C(=O)C1=CC=C(C=C1)C(C#N)(C)C